2-{4,10-bis(carboxylatomethyl)-7-[1-carboxypropyl]-1,4,7,10-tetraazacyclododecan-1-yl}-3-{4-[2-(2-ethoxyethoxy)ethoxy]phenyl}propanoate C(=O)([O-])CN1CCN(CCN(CCN(CC1)C(CC)C(=O)O)CC(=O)[O-])C(C(=O)[O-])CC1=CC=C(C=C1)OCCOCCOCC